5-[5-(cyclopropylamino)-3-fluoropyridin-2-yl]-1-ethyl-N-[(3S)-9-fluoro-2-oxo-5-phenyl-1,3-dihydro-1,4-benzodiazepine-3-yl]Pyrazole-4-carboxamide C1(CC1)NC=1C=C(C(=NC1)C1=C(C=NN1CC)C(=O)N[C@@H]1C(NC2=C(C(=N1)C1=CC=CC=C1)C=CC=C2F)=O)F